4-(3-(2,6-Dimethylpyridin-4-yl)phenyl)-7-methyl-8-(trifluoromethyl)-4,5-dihydro-1H-benzo[b][1,4]diazepin-2(3H)-one CC1=NC(=CC(=C1)C=1C=C(C=CC1)C1NC2=C(NC(C1)=O)C=C(C(=C2)C)C(F)(F)F)C